N(N)C1(CCN(CC1)C(=O)C1(CCC1)C)C1=CC=CC=C1 (4-hydrazino-4-phenyl-1-piperidyl)-(1-methylcyclobutyl)methanone